FC(C1=CC=C(C=C1)N1C2=C(OC(C1)CNC(C)=O)N=C(C=C2)C=C)(F)F N-((1-(4-(trifluoromethyl)phenyl)-6-vinyl-2,3-dihydro-1H-pyrido[2,3-b][1,4]oxazin-3-yl)methyl)acetamide